N-methyl-6-(2-methyl-2H-indazol-5-yl)-N-(piperidin-4-yl)[1,3]thiazolo[4,5-c]pyridin-2-amine hydrochloride Cl.CN(C=1SC2=C(C=NC(=C2)C2=CC3=CN(N=C3C=C2)C)N1)C1CCNCC1